N-(3-{[(2R,4R)-6-chloro-4-hydroxy-3,4-dihydro-2H-1-benzopyran-2-carbonyl]amino}bicyclo[1.1.1]pentan-1-yl)-6-(trifluoromethoxy)pyridine-3-carboxamide ClC=1C=CC2=C([C@@H](C[C@@H](O2)C(=O)NC23CC(C2)(C3)NC(=O)C=3C=NC(=CC3)OC(F)(F)F)O)C1